N1(CCC1)C1=NC(=CC2=C1N=C(N=C2)NC2=CC=C(C=N2)N2C(CNCC2)=O)[C@@H](C)O 1-[6-[[8-(azetidin-1-yl)-6-[(1R)-1-hydroxyethyl]pyrido[3,4-d]pyrimidin-2-yl]amino]pyridin-3-yl]piperazin-2-one